Cl.FC(C=1C=C(O[C@H]2CN(CC2)C2(CCOCC2)C(=O)N[C@@H](C)C2=CC=C(C(=O)O)C=C2)C=CC1)(F)F 4-[(1S)-1-[[4-[(3R)-3-[3-(Trifluoromethyl)phenoxy]pyrrolidin-1-yl]tetrahydropyran-4-carbonyl]amino]ethyl]benzoic acid, hydrochloride